8-(2-methyl-4-(methylsulfonyl)phenyl)imidazo[1,2-c]pyrimidin-5-amine CC1=C(C=CC(=C1)S(=O)(=O)C)C=1C=2N(C(=NC1)N)C=CN2